COC=1C=C(C=CC1OC)NC=1C=2N(C=C(N1)C1=CC=C3C=NNC3=C1)N=CN2 N-(3,4-dimethoxyphenyl)-6-(1H-indazol-6-yl)-[1,2,4]triazolo[1,5-a]pyrazin-8-amine